FC1=C(C=C(C=C1)N(C(=O)C1=CC2=C(N=CN2)C(=C1)C)COC)OC N-(4-fluoro-3-methoxy-phenyl)-N-(methoxymethyl)-7-methyl-benzimidazole-5-carboxamide